(2R,4R)-1-(3-(3,4-dihydro-1,5-naphthyridin-1(2H)-yl)-1H-pyrazolo[3,4-b]pyrazin-6-yl)-2-methylpiperidin-4-ol N1(CCCC2=NC=CC=C12)C1=NNC2=NC(=CN=C21)N2[C@@H](C[C@@H](CC2)O)C